C(C1=CC=CC=C1)OC=1C(=NC=NC1OCC1=CC=CC=C1)CN1C(N(C(C1)C1=CC=C(C=C1)C#CC1=CC=C(CN2CC(CC2)C#N)C=C1)C(C)C)=O 1-(4-((4-(1-((5,6-bis(benzyloxy)pyrimidin-4-yl)methyl)-3-isopropyl-2-oxoimidazolin-4-yl)phenyl)ethynyl)benzyl)pyrrolidine-3-carbonitrile